C(C)(C)(C)OC(N(S(=O)(=O)C1=C(C=CC=C1)[N+](=O)[O-])C[C@@H]1N[C@@H]([C@@H]1C1=CC=C(C=C1)Br)COC(C1=CC=CC=C1)(C1=CC=CC=C1)C1=CC=CC=C1)=O.C(C)O[Si](CCCN1C2=CC=CC=C2SC=2C=CC=CC12)(OCC)OCC 10-(3-(triethoxysilyl)propyl)-10H-phenothiazine tert-butyl-N-[[(2R,3R,4S)-3-(4-bromophenyl)-4-(trityloxymethyl)azetidin-2-yl]methyl]-N-(2-nitrophenyl)sulfonyl-carbamate